4-Fluoro-5-(1-phenylethoxycarbonylamino)-1H-pyrazol FC=1C=NNC1NC(=O)OC(C)C1=CC=CC=C1